O[C@]1([C@H]2CC[C@@H](C1)N2C(=O)OC(C)(C)C)C tert-Butyl (1R,2R,4S)-2-Hydroxy-2-methyl-7-azabicyclo[2.2.1]heptane-7-carboxylate